tert-butyl (R)-(3-((1-(2-(4-(dimethylcarbamoyl)-1H-pyrrol-2-yl)quinolin-4-yl)ethyl) carbamoyl)-4-methylbenzyl)carbamate CN(C(=O)C=1C=C(NC1)C1=NC2=CC=CC=C2C(=C1)[C@@H](C)NC(=O)C=1C=C(CNC(OC(C)(C)C)=O)C=CC1C)C